2-(4-methoxyphenoxy)-8-hydroxynaphthalene-1,4-Dione COC1=CC=C(OC=2C(C3=C(C=CC=C3C(C2)=O)O)=O)C=C1